3-(3,5-dimethylphenyl)-1,4,2-dioxazol-5-one CC=1C=C(C=C(C1)C)C1=NOC(O1)=O